2-Methoxy-N,N-dimethylacetamide COCC(=O)N(C)C